C(\C=C(/C)\CCC=C(C)C)CC(=CCCC(=CCCC(=CCO)C)C)C geranylfarnesol